6-[1-[2-(4,4-Dimethyl-1-piperidyl)-6-methyl-4-oxo-chromen-8-yl]ethylamino]-2,3-difluoro-benzoic acid CC1(CCN(CC1)C=1OC2=C(C=C(C=C2C(C1)=O)C)C(C)NC1=CC=C(C(=C1C(=O)O)F)F)C